Copper iron tin sulfur [S].[Sn].[Fe].[Cu]